C(C)C1=C(C=CC=C1)C1=NC(=NO1)C1=CC2=C(N(N=N2)CC(C)(O)C)C=C1 1-(5-(5-(2-ethylphenyl)-1,2,4-oxadiazol-3-yl)-1H-benzo[d][1,2,3]triazol-1-yl)-2-methylpropan-2-ol